C(C1=CC=CC=C1)N1N=CC2=CC(=CC=C12)OC 1-Benzyl-5-methoxy-1H-indazol